2-((3-bromo-1-methyl-1H-pyrazol-4-yl)methyl)-7-fluoro-6-methylimidazo[1,2-a]pyridine BrC1=NN(C=C1CC=1N=C2N(C=C(C(=C2)F)C)C1)C